OCCCO[C@@H]1CC[C@H](CC1)N1C(N(C(C1(C)C)=O)C1=CC(=C(C#N)C=C1)C(F)(F)F)=S 4-(3-(trans-4-(3-Hydroxypropoxy)cyclohexyl)-4,4-dimethyl-5-oxo-2-thioxoimidazolidin-1-yl)-2-(trifluoromethyl)benzonitrile